[C-]#N.[Zn+2].C(#N)C1=CC=C(C(=C1CC(=O)N)F)OC.[C-]#N 2-(6-cyano-2-fluoro-3-methoxyphenyl)acetamide Zinc cyanide